CC1(OB(OC1(C)C)C1=CC=C(C=C1)C1CN(C1)C(=O)OC(C)(C)C)C tert-butyl 3-[4-(4,4,5,5-tetramethyl-1,3,2-dioxaborolan-2-yl)phenyl]azetidine-1-carboxylate